COC1=CC=C(C=C1)SCCN1N=NC=C1 1-(2-((4-methoxyphenyl)thio)ethyl)-1H-1,2,3-triazole